C(C1=CC=CC=C1)OC(=O)NC(C(=O)[O-])CNC(=O)C1=CC2=NC=CC(=C2S1)OC 2-(((benzyloxy)carbonyl)amino)-3-(7-methoxythieno[3,2-b]pyridine-2-carboxamido)propanoate